BrCC1=NC=C(C=C1)N1N=CN=N1 2-(bromomethyl)-5-(2H-tetrazol-2-yl)pyridine